2-cyano-3-ethyl-3-(carboxyphenyl)-prop-2-enoate C(#N)C(C(=O)[O-])=C(C1=C(C=CC=C1)C(=O)O)CC